tert-butyl ((3-methylazetidin-3-yl)methyl)carbamate CC1(CNC1)CNC(OC(C)(C)C)=O